C(C)OCC=1C=NC=2N(C1)C(=C(N2)C2=NC(=NN2)C(F)(F)F)C2=CN=CN2 5-[6-(ethoxymethyl)-3-(1H-imidazol-5-yl)imidazo[1,2-a]pyrimidin-2-yl]-3-(trifluoromethyl)-1H-1,2,4-triazole